(1R,3r,5S,7s)-7-fluoro-9-azabicyclo[3.3.1]nonan FC1C[C@@H]2CCC[C@H](C1)N2